4-((1S,2S)-2-(Trifluoromethyl)cyclopropyl)pyridazine-3-carbonitrile FC([C@@H]1[C@H](C1)C1=C(N=NC=C1)C#N)(F)F